7-ethoxy-4,6-difluoro-dibenzothiophene-3-carboxylic acid C(C)OC1=C(C2=C(C3=C(S2)C(=C(C=C3)C(=O)O)F)C=C1)F